NC1=CC=2C3=C(C(N(C2C=C1)CC1CC(C1)(F)F)=O)OCC[C@@H](N3)C3CC3 (R)-10-amino-2-cyclopropyl-7-((3,3-difluorocyclobutyl)methyl)-1,2,3,4-tetrahydro-[1,4]oxazepino[2,3-c]quinolin-6(7H)-one